N1(CCC1)CCCC=1C(=CC(N(C1)C(C(=O)OC(C)(C)C)C1=C(C=CC(=C1)Br)F)=O)C(F)(F)F tert-butyl 2-{5-[3-(azetidin-1-yl) propyl]-2-oxo-4-(trifluoromethyl) pyridin-1-yl}-2-(5-bromo-2-fluorophenyl)acetate